1-{4-[(3-phenylphenyl)sulfamoyl]phenyl}-3-(pyridin-3-ylmethyl)urea C1(=CC=CC=C1)C=1C=C(C=CC1)NS(=O)(=O)C1=CC=C(C=C1)NC(=O)NCC=1C=NC=CC1